C(CON)CON.Cl.Cl O,O-1,3-propanediylbishydroxylamine dihydrochloride